2-[[5-[(S)-ethylsulfinyl]-6-[7-(trifluoromethyl)imidazo[1,2-a]pyridin-2-yl]-3-pyridyl]oxy]-2-methyl-propanenitrile C(C)[S@](=O)C=1C=C(C=NC1C=1N=C2N(C=CC(=C2)C(F)(F)F)C1)OC(C#N)(C)C